3-(5-(trifluoromethyl)benzo[d]thiazol-2-yl)propanoic acid FC(C=1C=CC2=C(N=C(S2)CCC(=O)O)C1)(F)F